FC1=CC=C(C=C1)N1C(NC2=CC(=CC=C2C1=O)C)=S 3-(4-fluorophenyl)-7-methyl-2-thioxo-2,3-dihydro-quinazolin-4(1H)-one